2,3-difluoro-5-hydroxybenzoic acid FC1=C(C(=O)O)C=C(C=C1F)O